4-(hydroxymethyl)benzenesulfonyl chloride OCC1=CC=C(C=C1)S(=O)(=O)Cl